ClC=1C=CC2=C(C(=NCC3=C2N=CN=C3)C3=C(C=CC=C3)OC(F)(F)F)C1 9-Chloro-7-(2-trifluoromethoxy-phenyl)-5H-benzo[c]pyrimido[4,5-e]azepin